C(CC(O)(C(=O)O)CC(=O)O)(=O)O.C1(=CC=CC=C1)C1CN(C1)C(=O)N 3-phenylazetidine-1-carboxamide citrate